COC1=C(C=CC(=C1)C=1C=NNC1)C=1SC2=C(N1)SC(=N2)N(C2CCNCC2)C 5-[2-methoxy-4-(1H-pyrazol-4-yl)phenyl]-N-methyl-N-(piperidin-4-yl)[1,3]thiazolo[5,4-d][1,3]thiazol-2-amine